bis[3-(4-aminophenoxy)phenyl]propane NC1=CC=C(OC=2C=C(C=CC2)C(C)(C)C2=CC(=CC=C2)OC2=CC=C(C=C2)N)C=C1